C(C=C)(=O)OCCCCCCCCCCCCC[Si](O)(O)O acryloyloxytridecyltrihydroxysilane